(4-bromobenzyl)-2-chloro-7,9-dihydro-8H-purin-8-one BrC1=CC=C(CN2C3=NC(=NC=C3NC2=O)Cl)C=C1